Fmoc-D-isoleucine C(=O)(OCC1C2=CC=CC=C2C2=CC=CC=C12)N[C@H]([C@H](C)CC)C(=O)O